BrC1=C2C=NC(=NC2=CC=C1)NC=1C=CC(=C(C1)NC(=O)C1=CC=C(C(=O)OCC)C=C1)C ethyl 4-((5-((5-bromoquinazolin-2-yl)amino)-2-methylphenyl)carbamoyl)benzoate